tert-butyl (3S,4S)-4-(6-{8-fluoro-2-methylimidazo[1,2-a]pyridin-6-yl}-4-oxothieno[3,2-d]pyrimidin-3-yl)-3-hydroxypiperidine-1-carboxylate FC=1C=2N(C=C(C1)C1=CC=3N=CN(C(C3S1)=O)[C@@H]1[C@H](CN(CC1)C(=O)OC(C)(C)C)O)C=C(N2)C